F[C@@H]1[C@@]2(C[C@@H]([C@](C[C@H]1N(C1=CN=C(N=N1)C1=C(C=C(C=C1)N1C=NC=C1)O)C)(N2)C)F)C 2-(6-(((1S,2S,3R,5S,6S)-2,6-difluoro-1,5-dimethyl-8-azabicyclo[3.2.1]octan-3-yl)(methyl)amino)-1,2,4-triazin-3-yl)-5-(1H-imidazol-1-yl)phenol